acryloyloxyethyl-propyl-dimethoxysilane C(C=C)(=O)OCC[Si](OC)(OC)CCC